trans-4-((4-(2-(tert-Butyl)oxazol-4-yl)pyridin-2-yl)(((trans)-4-(4-methoxy-3-methylphenyl)cyclohexyl)methyl) carbamoyl)cyclohexyl 3-hydroxy-2,2-dimethylazetidine-1-carboxylate OC1C(N(C1)C(=O)O[C@@H]1CC[C@H](CC1)C(N(C[C@@H]1CC[C@H](CC1)C1=CC(=C(C=C1)OC)C)C1=NC=CC(=C1)C=1N=C(OC1)C(C)(C)C)=O)(C)C